ClC1=C(/C=C/S(=NC#N)(=O)C2=C(C=CC=C2)OC)C=CC=C1 (E)-N-((2-chlorostyryl)(2-methoxyphenyl)(oxo)-lambda6-sulfanylidene)cyanamide